COC=1C=C2C(=C(/C(/C2=CC1OC)=C/C1=CC(=C(C(=C1)OC)OC)OC)C)CC(=O)OCC1CN(CC1)C (1-methylpyrrolidin-3-yl)methyl (Z)-2-(5,6-dimethoxy-2-methyl-1-(3,4,5-trimethoxybenzylidene)-1H-inden-3-yl)acetate